FC1=C(C(C1(F)F)(F)F)OC 1,3,3,4,4-pentafluoro-2-methoxycyclobut-1-ene